ClC1=C(C(=O)NC2=NC=C(C=C2F)F)C=C(C=C1)NC(=O)[C@@H]1C([C@H]1C1=CC(=C(C=C1)C(F)F)F)(Cl)Cl 2-chloro-5-(trans-2,2-dichloro-3-(4-(difluoromethyl)-3-fluorophenyl)cyclopropane-1-carboxamido)-N-(3,5-difluoropyridin-2-yl)benzamide